FC1=CC2=C(OC3(CC3)CN2S(=O)(=O)C)C(=C1C1=C(C=NN1C)I)C#N 6-Fluoro-7-(4-iodo-1-methyl-1H-pyrazol-5-yl)-4-(methylsulfonyl)-3,4-dihydrospiro[benzo[b][1,4]oxazine-2,1'-cyclopropane]-8-carbonitrile